C1(CC1)NS(=O)(=O)C1=CC=C(C=C1)NC(=O)C1=CC=C2C(=N1)N(C(=N2)C(C(F)(F)F)(O)C2=CC=C(C=C2)F)CC N-(4-(N-Cyclopropylsulfamoyl)phenyl)-3-ethyl-2-(2,2,2-trifluoro-1-(4-fluorophenyl)-1-hydroxyethyl)-3H-imidazo[4,5-b]pyridine-5-carboxamide